C1(=CC=CC=C1)OCCO Ethylene glycol mono-phenyl ether